7-((5S)-5-methylpiperidin-2-yl)spiro[benzo[b][1,4]oxazin-2,1'-cyclopropane]-3(4H)-one C[C@H]1CCC(NC1)C=1C=CC2=C(OC3(CC3)C(N2)=O)C1